2-[(2E)-2-(aminomethyl)-3-fluoroprop-2-en-1-yl]-4-({5-[4-(1,2,5-oxadiazol-3-yl)phenyl]thiophen-2-yl}methyl)-2,4-dihydro-3H-1,2,4-triazol-3-one hydrochloride Cl.NC/C(/CN1N=CN(C1=O)CC=1SC(=CC1)C1=CC=C(C=C1)C1=NON=C1)=C\F